C(C)(C)C1=C(NC2=CC=C(C=C12)C1CCN(CC1)S(=O)(=O)CCC)C1=CC(=NC=C1)C 3-isopropyl-2-(2-methylpyridin-4-yl)-5-(1-(propylsulfonyl)piperidin-4-yl)-1H-indole